8-allyl-1-(2-((tert-butyldimethylsilyl)oxy)ethyl)-7-fluoroquinolin-2(1H)-one C(C=C)C=1C(=CC=C2C=CC(N(C12)CCO[Si](C)(C)C(C)(C)C)=O)F